(E)-3-(2-chlorobenzenesulfonyl)-1-phenyl-2-propen-1-one ClC1=C(C=CC=C1)S(=O)(=O)/C=C/C(=O)C1=CC=CC=C1